NC=1C=C(C=CC1NC=CC1=CC=CC=C1)C(C(F)(F)F)(C(F)(F)F)C1=CC(=C(C=C1)NC=CC1=CC=CC=C1)N 2,2-bis[3-amino-4-(N-styrylamino)phenyl]hexafluoropropane